BrC1=CC=C(OC2=C(C=C(C=C2)[N+](=O)[O-])C2=CN(C3=C(N=CC=C32)OC)C)C=C1 3-(2-(4-bromophenoxy)-5-nitrophenyl)-7-methoxy-1-methyl-1H-pyrrolo[2,3-C]pyridine